methyl-bis(2-hydroxypropyl)dimethylammonium sulfate S(=O)(=O)([O-])[O-].CC[N+](C)(CC(C)O)CC(C)O.CC[N+](CC(C)O)(CC(C)O)C